N1CCC(CC1)=O 4-piperidinone